ClC=1C2=C(N=CN1)N(C=C2)[C@@H]2[C@@H]1[C@]([C@@H]3[C@H]2OC(O3)(C)C)(C1)CCC1=CC=C3C=CC(=NC3=C1F)N 7-(2-((3aR,3bR,4aS,5R,5aS)-5-(4-Chloro-7H-pyrrolo[2,3-d]pyrimidin-7-yl)-2,2-dimethyltetrahydrocyclopropa[3,4]cyclopenta[1,2-d][1,3]dioxol-3b(3aH)-yl)ethyl)-8-fluoroquinolin-2-amine